5-chloro-N-(5-chloro-6-(2H-1,2,3-triazol-2-yl)pyridin-3-yl)-2,4'-difluoro-2'-(methylsulfanyl)-(1,1'-biphenyl)-4-carboxamide ClC=1C(=CC(=C(C1)C1=C(C=C(C=C1)F)SC)F)C(=O)NC=1C=NC(=C(C1)Cl)N1N=CC=N1